(2-methyl-2-phenylpropyl)tin 5-aminosalicylate NC1=CC=C(C(C(=O)[O-])=C1)O.CC(C[Sn+3])(C)C1=CC=CC=C1.NC1=CC=C(C(C(=O)[O-])=C1)O.NC1=CC=C(C(C(=O)[O-])=C1)O